ammonia hydrochloride salt Cl.N